N-[2-(p-cumyl-phenylsulfonyloxy)phenyl]-N'-[3-(p-cumyl-phenylsulfonyloxy)phenyl]urea C(C)(C)(C1=CC=CC=C1)C1=CC=C(C=C1)S(=O)(=O)OC1=C(C=CC=C1)NC(=O)NC1=CC(=CC=C1)OS(=O)(=O)C1=CC=C(C=C1)C(C)(C)C1=CC=CC=C1